C(CC)[C@@]1(C[C@H](CC1)C=1C=C2C=CC=NC2=CC1)C(=O)O cis-1-propyl-3-(quinolin-6-yl)cyclopentane-1-carboxylic acid